COC(C1=C(C=C(C=C1)Br)NC([C@H](CC1=CNC2=CC=CC=C12)NC(=O)OC(C)(C)C)C#N)=O.S1C=NC(=C1)NS(=O)(=O)C1=CC=CC=C1 N-(thiazol-4-yl)benzenesulfonamide methyl-4-bromo-2-(((2S)-2-((tert-butoxycarbonyl)amino)-1-cyano-3-(1H-indol-3-yl)propyl)-amino)benzoate